FC1(C[C@@H](CC1)NC(=O)NCC1=CC(=NC=C1)OC(F)F)F 1-[(1R)-3,3-difluorocyclopentyl]-3-[[2-(difluoromethoxy)pyridin-4-yl]methyl]urea